FC1=CC=C(C=N1)N1C(C=CC=C1)=O 1-(6-fluoropyridin-3-yl)-1,2-dihydropyridin-2-one